ClC=1N=CC2=CC=CC(=C2C1)C1=NN(C=C1)C 3-chloro-5-(1-methyl-1H-pyrazol-3-yl)isoquinoline